C12=CC(=CC=C2CC1)[C@@H](O)[C@H]1OC([C@@H]2OC(O[C@@H]21)(C)C)N2C=CC1=C2N=CN=C1Cl (R)-bicyclo[4.2.0]oct-1,3,5-trien-3-yl-((3aR,4R,6aR)-6-(4-chloro-7H-pyrrolo[2,3-d]pyrimidin-7-yl)-2,2-dimethyltetrahydrofurano[3,4-d][1,3]dioxol-4-yl)methanol